NC1=NC(N(C=C1)[C@@H]1O[C@@]([C@H]([C@@H]1O)O)(CO)CCl)=O 4-amino-1-((2R,3S,4S,5R)-5-(chloromethyl)-3,4-dihydroxy-5-(hydroxymethyl)tetrahydro-furan-2-yl)pyrimidin-2(1H)-one